[N+](=O)([O-])C1=C(COC(=O)NCCC)C(=CC=C1)[N+](=O)[O-] N-(2,6-dinitrobenzyloxy)carbonyl-N-n-propylamine